The molecule is a 3-methyl fatty acid anion that is the conjugate base of 3-methylundecanoic acid, obtained by deprotonation of the carboxy group; major species at pH 7.3. It is a 3-methyl fatty acid anion, a medium-chain fatty acid anion and a fatty acid anion 12:0. It is a conjugate base of a 3-methylundecanoic acid. CCCCCCCCC(C)CC(=O)[O-]